C12([C@H](CC3=CC=CC=C13)C[C@H](CO)C)CCC1(CC2)OCCO1 (2R)-3-[(2''S)-2'',3''-dihydrodispiro[[1,3]dioxolane-2,1'-cyclohexane-4',1''-inden]-2''-yl]-2-methylpropan-1-ol